[(furan-2-yl)methyl]-3-methoxythieno[3,2-b]pyridin-7-amine O1C(=CC=C1)CC1=C(C2=NC=CC(=C2S1)N)OC